ClC1=C(C=CC=C1)C1=C2N(C(=NC1=O)SC)C=CC(=C2)C(F)(F)F 4-(2-chlorophenyl)-1-methylsulfanyl-6-(trifluoromethyl)pyrido[1,2-c]pyrimidin-3-one